(2S)-2-amino-N-(cyanomethyl)-3-{6-[1-(2-methoxyethyl)-3,6-dihydro-2H-pyridin-4-yl]-1,3-benzoxazol-2-yl}propionamide N[C@H](C(=O)NCC#N)CC=1OC2=C(N1)C=CC(=C2)C=2CCN(CC2)CCOC